ClC1=C(C(=C(C2(C1(O)O2)Cl)Cl)Cl)Cl.[Na] sodium pentachlorophenol oxide